ClC=1C=C2C=C(NC2=CC1OCC=1N=NC(=CC1)OC)CNC(=O)C1(CC1)C N-((5-chloro-6-((6-methoxypyridazin-3-yl)methoxy)-1H-indol-2-yl)methyl)-1-methylcyclopropane-1-carboxamide